8-bromo-2H-2,6-naphthyridin-1-one BrC=1C=NC=C2C=CNC(C12)=O